4-butoxy-3-methoxybenzoate C(CCC)OC1=C(C=C(C(=O)[O-])C=C1)OC